COC[C@@H]1CCC2=CC=3CCCC3C(=C12)NC(=O)N=[S@](=O)(N)C=1C=NN2C1OC[C@H](C2)C (R,6S)-N'-(((R)-3-(methoxymethyl)-1,2,3,5,6,7-hexahydro-s-indacen-4-yl)carbamoyl)-6-methyl-6,7-dihydro-5H-pyrazolo[5,1-b][1,3]oxazine-3-sulfonimidamide